CC=1C(=C(C=C(C1)O)O)CC(CCCC(CCCC(CC)C)C)C 5-Methyl-4-(2,6,10-trimethyldodecyl)benzene-1,3-diol